C(C1=CC=CC=C1)[C@@H]1[C@H]([C@@H](OC([C@H](COC1=O)NC(=O)C1=NC=CC(=C1OCOC(C(C)C)=O)OC)=O)C)OC(C(C)C)=O 2-methylpropanoic acid (3S,6S,7R,8R)-8-benzyl-3-[({3-[(isobutyryloxy)methoxy]-4-methoxypyridin-2-yl}carbonyl)amino]-6-methyl-4,9-dioxo-1,5-dioxonan-7-yl ester